(3,5-difluoro-4-((6-methoxy-7-(2-(methylamino)ethoxy)quinolin-4-yl)oxy)phenyl)-4,5-difluoro-2-methoxybenzamide FC=1C=C(C=C(C1OC1=CC=NC2=CC(=C(C=C12)OC)OCCNC)F)C=1C(=C(C(=O)N)C=C(C1F)F)OC